N-(5-cyano-4-((2-(methylthio)ethyl)amino)pyridin-2-yl)-6-((1-(dimethylamino)-N-methylcyclopropane-1-carboxamido)methyl)-7-formyl-3,4-dihydro-1,8-naphthyridine-1(2H)-carboxamide C(#N)C=1C(=CC(=NC1)NC(=O)N1CCCC2=CC(=C(N=C12)C=O)CN(C(=O)C1(CC1)N(C)C)C)NCCSC